[P].C(C)C1=NN2C(C(=CC=C2)Br)=C1 ethyl-4-bromopyrazolo[1,5-a]pyridine phosphorus